CN1C(C=2C=CC=C3C2C1=CC1=C(N3CC3=CC(=CC=C3)OC(F)(F)F)N=CC=C1)=O 1-methyl-6-(3-(trifluoromethoxy)benzyl)-1,6-dihydro-2H-pyrido[3',2':6,7]azepino[4,3,2-cd]isoindol-2-one